F[C@@H]1CN(CC1)CC1=CC(=C2CN(C(C2=C1)=O)C1=CC(=CC=C1)[C@@H](CC1=NOC=C1C(F)(F)F)C)C(F)(F)F 6-[[(3S)-3-fluoropyrrolidin-1-yl]methyl]-4-(trifluoromethyl)-2-[3-[(2R)-1-[4-(trifluoromethyl)-1,2-oxazol-3-yl]propan-2-yl]phenyl]-2,3-dihydro-1H-isoindol-1-one